N-methyl-2-nitro-4-(trifluoromethyl)aniline CNC1=C(C=C(C=C1)C(F)(F)F)[N+](=O)[O-]